C(N)(OC1(CC=C(CC1)C1=NNC=C1)C(C)(C)C)=O (tert-butyl 4-(1H-pyrazol-3-yl) cyclohex-3-en-1-yl) carbamate